FC(C(=O)O)(F)F.BrC=1C=2C(=C3N(C2C(=C(C1)Cl)Cl)C[C@H](C3)N)C=3C=NNC3 (S)-8-bromo-5,6-dichloro-9-(1H-pyrazol-4-yl)-2,3-dihydro-1H-pyrrolo[1,2-a]indol-2-amine 2,2,2-trifluoroacetate